(1R,2R,4R,6S)-4-ethoxy-2-((2-fluoro-4-(trifluoromethyl)phenyl)carbamoyl)-6-(4-(methylamino)phenyl)cyclohexane-1-carboxylic acid C(C)O[C@H]1C[C@H]([C@@H]([C@H](C1)C1=CC=C(C=C1)NC)C(=O)O)C(NC1=C(C=C(C=C1)C(F)(F)F)F)=O